Sodium Trifluoro-methanesulfonate FC(S(=O)(=O)[O-])(F)F.[Na+]